2-(2,3,5,6-tetra(9H-carbazol-9-yl)-4-(4,6-diphenylpyrimidin-2-yl)phenyl)benzo[d]oxazole C1=CC=CC=2C3=CC=CC=C3N(C12)C1=C(C(=C(C(=C1N1C2=CC=CC=C2C=2C=CC=CC12)C1=NC(=CC(=N1)C1=CC=CC=C1)C1=CC=CC=C1)N1C2=CC=CC=C2C=2C=CC=CC12)N1C2=CC=CC=C2C=2C=CC=CC12)C=1OC2=C(N1)C=CC=C2